ClC1=C(C=CC=C1)N1C(N=C(C2=CC=C(C=C12)OC(F)(F)F)NC=1C=NOC1)=O 1-(2-Chlorophenyl)-4-(isoxazol-4-ylamino)-7-(trifluoromethoxy)quinazolin-2(1H)-one